4'-chloro-[1,1'-biphenyl]-2-amine ClC1=CC=C(C=C1)C=1C(=CC=CC1)N